FC1=C(C=CC=C1)C=1N=C2C(=CN(C=C2)CC=2SC(=CN2)C2=CC=CC=C2)N1 2-((2-(2-fluorophenyl)-5H-imidazo[4,5-c]pyridin-5-yl)methyl)-5-phenylthiazole